FC1=CC(=CC2=CN(N=C12)C)NC(=O)C=1C=CC(=C2N=CC=NC12)N(C1CN(CC1)C(=O)OC(C)(C)C)C tert-butyl 3-[[8-[(7-fluoro-2-methyl-indazol-5-yl)carbamoyl]-quinoxalin-5-yl]-methyl-amino]pyrrolidine-1-carboxylate